[4-({4-[(1-hydroxycyclobutyl)methoxy]phenyl}disulfanyl)phenoxymethyl]cyclobutan-1-ol OC1(CCC1)COC1=CC=C(C=C1)SSC1=CC=C(OCC2(CCC2)O)C=C1